[Na].[Zn] zinc, sodium salt